ONC(=O)C1N(CCN(C1)C(=O)OCC1=CC=CC=C1)S(=O)(=O)C1=CC=C(C=C1)OC N-Hydroxy-1-(4-methoxyphenyl)sulfonyl-4-benzyloxycarbonylpiperazine-2-carboxamide